(12S,16R)-13-ethyl-12-methyl-16-(3,3,3-trifluoropropyl)-12,13,15,16,17,18,19,20-octahydro-14H-6,22-(azeno)-11,7-(metheno)imidazo[2,1-c][1,4,10,13,15]oxatetraazacycloicosin-14-one C(C)N1[C@H](C=2N=CC=C(C3=CN4C(C(OCCCC[C@@H](NC1=O)CCC(F)(F)F)=N3)=NC=C4)C2)C